phosphorus (phosphonic acid) P(O)(O)=O.[P]